C1[C@H]([C@H]([C@H](O[C@]1(C(=O)O)O[C@@H]2C[C@@](O[C@@H]([C@@H]2O[C@@H]3[C@H]([C@H]([C@@H]([C@H](O3)[C@H](CO)O)OP(=O)(O)O)O[C@@H]4[C@H]([C@H]([C@@H]([C@H](O4)[C@H](CO[C@@H]5[C@H]([C@H]([C@@H]([C@H](O5)[C@H](CO)O)O)O)O)O)OP(=O)(O)O)O[C@@H]6[C@@H]([C@H]([C@@H]([C@H](O6)CO[C@@H]7[C@@H]([C@H]([C@H]([C@H](O7)CO)O)O)O)O)O[C@@H]8[C@@H]([C@H]([C@@H]([C@H](O8)CO)O)O)O[C@@H]9[C@@H]([C@H]([C@@H]([C@H](O9)CO)O)O)O[C@@H]1[C@@H]([C@H]([C@@H]([C@H](O1)CO)O)O)N)O)O)O)[C@@H](CO)O)(C(=O)O)OC[C@@H]1[C@H]([C@@H]([C@H]([C@@H](O1)OC[C@@H]1[C@H]([C@@H]([C@H]([C@H](O1)OP(=O)(O)O)N)O)O)N)O)OP(=O)(O)O)[C@@H](CO)O)O)O The molecule is a twelve-membered branched glucosamine oligosaccharide made up from three alpha-D-glucose residues, one alpha-D-glucosamine residue, one alpha-D-galactose residue, three L-alpha-D-Hep residues (two of which are monophosphorylated), two alpha-Kdo residues and two monophosphorylated alpha-D-glucosamine residues (one of which is at the reducing end). Corresponds to the dodecasaccharide of E. coli R2 lipopolysaccharide (LPS). It is an amino oligosaccharide, a glucosamine oligosaccharide and an oligosaccharide phosphate.